3-(((7-(2-Aminopyrimidin-4-yl)-2,3-dihydrofuro[3,2-c]pyridin-4-yl)amino)methyl)-N-(tetrahydro-2H-pyran-4-yl)benzamide NC1=NC=CC(=N1)C=1C2=C(C(=NC1)NCC=1C=C(C(=O)NC3CCOCC3)C=CC1)CCO2